N[C@H]1CCC2=CC(=CC=C12)N1C(=NC=2C1=NC(=CC2)C2CC2)C=2C(=NC=CC2)N 3-{3-[(1S)-1-amino-2,3-dihydro-1H-inden-5-yl]-5-cyclopropylimidazo[4,5-b]pyridin-2-yl}pyridin-2-amine